N-[1-[3-(5-chloro-2-pyridinyl)pyrazin-2-yl]ethyl]-3-(1-cyanocyclopropyl)-5-(trifluoromethyl)benzamide ClC=1C=CC(=NC1)C=1C(=NC=CN1)C(C)NC(C1=CC(=CC(=C1)C(F)(F)F)C1(CC1)C#N)=O